BrC1=CC2=C(N(C(OC2)=O)C)C=C1 6-Bromo-1-methyl-1,4-dihydro-2H-benzo[d][1,3]oxazine-2-one